CC1=C(C(=CC=C1)C)O.C[N+](C)(C)C tetramethyl-ammonium 2,6-dimethyl-phenol salt